ClC=1C=NC=C(C1[C@@H](C)OC1=C2C(=NN(C2=CC=C1)C1OCCCC1)C=1C=CC(=NC1)C=1CCNCC1)Cl ((R)-1-(3,5-dichloropyridin-4-yl)ethoxy)-1-(tetrahydro-2H-pyran-2-yl)-3-(1',2',3',6'-tetrahydro-[2,4'-bipyridin]-5-yl)-1H-indazole